trans-4-(6-((6-methoxy-2-methyl-1,2,3,4-tetrahydroisoquinolin-7-yl)amino)-1H-pyrazolo[3,4-d]pyrimidin-1-yl)cyclohexan-1-ol COC=1C=C2CCN(CC2=CC1NC1=NC=C2C(=N1)N(N=C2)[C@@H]2CC[C@H](CC2)O)C